NC1=NNC=C1C(=O)NCC1=C(C=CC=C1)C(F)(F)F 3-amino-N-(2-(trifluoromethyl)benzyl)-1H-pyrazole-4-carboxamide